4-(1-(4-((2-(2,6-dioxopiperidin-3-yl)-1,3-dioxoisoindolin-4-ylamino)methyl)-2-fluorobenzyl)azetidin-3-yl)benzonitrile O=C1NC(CCC1N1C(C2=CC=CC(=C2C1=O)NCC1=CC(=C(CN2CC(C2)C2=CC=C(C#N)C=C2)C=C1)F)=O)=O